1-(4-chlorophenyl)-5-(4-hydroxyphenyl)-1,4-pentadien-3-one ClC1=CC=C(C=C1)C=CC(C=CC1=CC=C(C=C1)O)=O